C(CCC)C1=NN(C2=NC(=NC(=C21)N)Cl)C butyl-6-chloro-1-methyl-pyrazolo[3,4-d]pyrimidin-4-amine